N-(4-(2-amino-3-phenylpyridin-4-yloxy)-3-fluorophenyl)-3-(4-fluorophenyl)-1-isopropyl-2,4-dioxo-1,2,3,4-tetrahydropyrimidine-5-carboxamide NC1=NC=CC(=C1C1=CC=CC=C1)OC1=C(C=C(C=C1)NC(=O)C=1C(N(C(N(C1)C(C)C)=O)C1=CC=C(C=C1)F)=O)F